(2S)-2-[(2S)-2-{[(benzyloxy)carbonyl]amino}-3-methylbutanamido]-6-[(tert-butoxycarbonyl)amino]hexanoic acid C(C1=CC=CC=C1)OC(=O)N[C@H](C(=O)N[C@H](C(=O)O)CCCCNC(=O)OC(C)(C)C)C(C)C